C1(=CC=CC=C1)CCCC(=O)[O-].[K+] Kalium 4-phenylbutanoat